sodium bis(hydroxymethyl) malonate C(CC(=O)OCO)(=O)OCO.[Na]